1-iodo-3,5-di-tert-butylbenzene IC1=CC(=CC(=C1)C(C)(C)C)C(C)(C)C